(1R,6R)-1-(2-Chlorophenyl)-7-oxabicyclo[4.1.0]heptane ClC1=C(C=CC=C1)[C@@]12CCCC[C@H]2O1